Cl.N1(CCNCC1)CCC=1C(=C2C(NC(C2=CC1)=O)=O)N1CCNCC1 [2-(piperazin-1-yl)ethyl]piperazin-1-ylisoindole-1,3-dione hydrochloride